ethyl 5-(3-oxo-2,8-diazaspiro[4.5]decan-8-yl)-2-azabicyclo[2.2.2]octane-2-carboxylate O=C1NCC2(C1)CCN(CC2)C2C1CN(C(C2)CC1)C(=O)OCC